2-aminothiazol-4-ylpropyl-4-(isopropylamino)-6-(1H-pyrazol-4-yl)quinoline-3-carboxamide NC=1SC=C(N1)CCCC1=NC2=CC=C(C=C2C(=C1C(=O)N)NC(C)C)C=1C=NNC1